7-methoxy-10-tosyl-5,10-dihydro-11H-dibenzo[b,e][1,4]diazepin-11-one COC1=CC2=C(N(C(C3=C(N2)C=CC=C3)=O)S(=O)(=O)C3=CC=C(C)C=C3)C=C1